ClC=1C=C2C(=CN=C(C2=CN1)OC1CC1)[C@@](COC)(C)O (R)-2-(6-chloro-1-cyclopropoxy-2,7-naphthyridin-4-yl)-1-methoxypropan-2-ol